C(C)N1C(C=2C=CC(=NC2CC1)CO)=O 6-ethyl-2-(hydroxymethyl)-7,8-dihydro-1,6-naphthyridin-5(6H)-one